FC(CN1N=CC=2C1=NC(=CN2)N2C[C@@H]1[C@H](CC2)CN(C1)C1=CC(=NC=C1)C(F)(F)F)F |r| rac-4-[(3aR,7aS)-5-[1-(2,2-difluoroethyl)-1H-pyrazolo[3,4-b]pyrazin-6-yl]-octahydro-1H-pyrrolo[3,4-c]pyridin-2-yl]-2-(trifluoromethyl)pyridine